tetramethyldisiloxanediamine C[Si](O[Si](N)(N)C)(C)C